ethyl 4-(3-[[4-(4-[3-[(tert-butoxycarbonyl)amino] propanamido]-1-methylimidazole-2-amido)-1-methylpyrrol-2-yl]formamido]propanamido)-1-methylimidazole-2-carboxylate C(C)(C)(C)OC(=O)NCCC(=O)NC=1N=C(N(C1)C)C(=O)NC=1C=C(N(C1)C)C(=O)NCCC(=O)NC=1N=C(N(C1)C)C(=O)OCC